ClC1=CC=C(CN2C3CN(CC2C3)C3=CC=C(C=N3)C3=NC(=CC(=N3)NC3=NNC(=C3)C)C)C=C1 2-(6-(6-(4-chlorobenzyl)-3,6-diazabicyclo[3.1.1]heptan-3-yl)pyridin-3-yl)-6-methyl-N-(5-methyl-1H-pyrazol-3-yl)pyrimidin-4-amine